(2e,4e)-5-(benzo[d][1,3]dioxan-5-yl)-1-(3-methyl-5-(trifluoromethyl)-pyrazol-1-yl)pent-2,4-dien-1-one O1COCC2=C1C=CC=C2/C=C/C=C/C(=O)N2N=C(C=C2C(F)(F)F)C